C1N(CCC2=CC=CC=C12)C[C@H](CN1CCN(C2=C(C1=O)C=CC(=C2)OC2CCN(CC2)C2COC2)C)O 4-[(2R)-3-(3,4-dihydro-1H-isoquinolin-2-yl)-2-hydroxy-propyl]-1-methyl-8-[[1-(oxetan-3-yl)-4-piperidinyl]oxy]-2,3-dihydro-1,4-benzodiazepine-5-one